(S)-1-(4H-thieno[3,2-b]pyrrole-5-carbonyl)-N-(3,4,5-trifluoro-phenyl)pyrrolidine-3-carboxamide S1C=CC=2NC(=CC21)C(=O)N2C[C@H](CC2)C(=O)NC2=CC(=C(C(=C2)F)F)F